8-fluoro-5-(oxan-2-yloxy)-1,2,3,4-tetrahydroquinoline FC=1C=CC(=C2CCCNC12)OC1OCCCC1